2,2-difluoro-1-(1-methyl-1H-indol-3-yl)ethan-1-ol FC(C(O)C1=CN(C2=CC=CC=C12)C)F